FC1=C(C=CC=C1C[C@@H]1N(C[C@@H]([C@@H]1NS(=O)(=O)C1CC1)F)C(=O)C1OCC1)C1=C(C=CC(=C1)C)F N-[(2S,3R,4S)-2-[(2,2'-difluoro-5'-methyl[1,1'-biphenyl]-3-yl)methyl]-4-fluoro-1-(oxetane-2-carbonyl)pyrrolidin-3-yl]cyclopropanesulfonamide